O1CC(CC1)NC1=NC=C(C=N1)B(O)O [2-(Tetrahydrofuran-3-ylamino)pyrimidin-5-yl]boronic acid